NC1=NC=2C(=CC(=CC2C=2N1N=C(N2)CNC(C2=C(C=C(C=C2F)C(C)(C)O)F)=O)F)OC N-((5-amino-9-fluoro-7-methoxy-[1,2,4]triazolo[1,5-c]quinazolin-2-yl)methyl)-2,6-difluoro-4-(2-hydroxypropan-2-yl)benzamide